[Br-].C(CCC)[N+](CC)(CC)CC N-butyl-triethylammonium bromide